(isobutylcyclopentadienyl)tris(methoxy)titanium C(C(C)C)C1(C=CC=C1)[Ti](OC)(OC)OC